1-(4-(2-(3,4-dimethoxyphenyl)-3-ethyl-1H-indol-5-yl)piperidin-1-yl)-2-(dimethylamino)ethanone COC=1C=C(C=CC1OC)C=1NC2=CC=C(C=C2C1CC)C1CCN(CC1)C(CN(C)C)=O